6-tertiary butyl-3-chloromethyl-2,4-dimethylphenol C(C)(C)(C)C1=CC(=C(C(=C1O)C)CCl)C